C(C)OC(C[C@@H]1CN(C[C@H](C1)C1=CC=C(C=C1)Cl)CC1=CC=C(C=C1)Cl)=O Trans-2-(1-(4-chlorobenzyl)-5-(4-chlorophenyl)piperidin-3-yl)acetic acid ethyl ester